(2S,4r)-1-[(2S)-2-[4-[2-(3,3-dimethyl-1-piperidinyl)ethyl]triazol-1-yl]-3,3-dimethyl-butyryl]-4-hydroxy-N-methyl-pyrrolidine-2-carboxamide CC1(CN(CCC1)CCC=1N=NN(C1)[C@H](C(=O)N1[C@@H](C[C@H](C1)O)C(=O)NC)C(C)(C)C)C